(S)-5-(dimethylamino)-6-methyl-3-((3-(2-(2-(N-methylbut-2-ynamido)propanamido)ethyl)phenyl)amino)pyrazine-2-carboxamide CN(C=1N=C(C(=NC1C)C(=O)N)NC1=CC(=CC=C1)CCNC([C@H](C)N(C(C#CC)=O)C)=O)C